C=1CCC2=CC3(C=CC12)CC3 2',3'-dihydrospiro[cyclopropane-1,5'-inden]